C1=CC=CC=C1.B(O)(O)O borate compound with monobenzene